C(C)(C)(C)OC(=O)N[C@H](C(=O)OC)CCCC1=CC=CC=C1 methyl (S)-2-((t-butoxycarbonyl) amino)-5-phenylpentanoate